3-acetyl-5-methoxy-2-(((5-methylisoxazol-3-yl)methyl)sulfinyl)quinolin-4(1H)-one C(C)(=O)C1=C(NC2=CC=CC(=C2C1=O)OC)S(=O)CC1=NOC(=C1)C